C(C1=CC=CC=C1)(=O)O[C@H](C(=O)O)[C@@H](C(=O)N(C)C)OC(C1=CC=CC=C1)=O (2S,3S)-2,3-bis(benzoyloxy)-4-(dimethylamino)-4-oxobutanoic acid